2E,4E-decadienoic acid CCCCC/C=C/C=C/C(=O)O